O=C1[C@@]2(C=3C(=NC=CC3)N1COCC[Si](C)(C)C)CC1=CC=C(C=C1C2)C(=O)OC Methyl (S)-2'-oxo-1'-((2-(trimethylsilyl)ethoxy)methyl)-1,1',2',3-tetrahydrospiro[indene-2,3'-pyrrolo[2,3-b]pyridine]-5-carboxylate